C1(=CC=CC=C1)[As](I)I Phenyldiiodoarsine